FC1(CCC(CC1)C1=NC=CC(=C1NC(=O)C1=NNC(=C1)C(F)(F)F)C1=C(C=CC(=C1)F)F)F N-(2-(4,4-difluorocyclohexyl)-4-(2,5-difluorophenyl)pyridin-3-yl)-5-(trifluoromethyl)-1H-pyrazole-3-carboxamide